8-Methyl-N-{[(2S)-5-oxotetrahydrofuran-2-yl]methyl}-2-(pyridin-2-ylmethyl)-4,5-dihydro-2H-furo[2,3-g]indazol-7-carboxamid CC1=C(OC=2CCC3=CN(N=C3C21)CC2=NC=CC=C2)C(=O)NC[C@H]2OC(CC2)=O